4-((2-methylmorpholino)methyl)-N-(3-chloro-4-(pyridin-2-ylmethoxy)phenyl)-benzamide CC1OCCN(C1)CC1=CC=C(C(=O)NC2=CC(=C(C=C2)OCC2=NC=CC=C2)Cl)C=C1